NC1=NC=CC=C1C1=NC=2C(=NC(=CC2)C2=CC=CC=C2)N1C1=CC=C(CNC(=O)C2=CC=CC(=N2)C(=O)O)C=C1 6-((4-(2-(2-aminopyridin-3-yl)-5-phenyl-3H-imidazo[4,5-b]pyridin-3-yl)benzyl)carbamoyl)picolinic acid